C(C)(=O)O[C@H]1[C@H](O[C@H]([C@@H]([C@H]1OC(C)=O)F)OC1=CC=C2C(=CC(OC2=C1)=O)C)COC(C)=O (2R,3S,4S,5R,6S)-2-(acetoxymethyl)-5-fluoro-6-((4-methyl-2-oxo-2H-chromen-7-yl)oxy)tetrahydro-2H-pyran-3,4-diyl diacetate